sodium lauroyl tryptophanate N[C@@H](CC1=CNC2=CC=CC=C12)C(=O)OC(CCCCCCCCCCC)=O.[Na]